FC(C(=O)O)(F)F.FC1=C(C=CC(=C1)F)S(=O)(=O)NC=1C(=NC=C(C1)C=1C=NC2=NC=CC(=C2C1)N1CCNCC1)OC 2,4-difluoro-N-(2-methoxy-5-(5-(piperazin-1-yl)-1,8-naphthyridin-3-yl)pyridin-3-yl)benzenesulfonamide trifluoroacetate salt